1-[(1S,4S)-5-[4-[3-chloro-2-fluoro-4-(oxetan-3-ylmethoxy)anilino]pyrido[3,2-d]pyrimidin-6-yl]-2,5-diazabicyclo[2.2.1]heptan-2-yl]prop-2-en-1-one ClC=1C(=C(NC=2C3=C(N=CN2)C=CC(=N3)N3[C@@H]2CN([C@H](C3)C2)C(C=C)=O)C=CC1OCC1COC1)F